2-Methyl-5-(N-((1r,3r)-3-(3-methyl-4-(trifluoromethyl)-1H-pyrazol-1-yl)cyclobutyl)sulfamoyl)-N-(2-oxopropyl)-1H-pyrrole-3-carboxamide CC=1NC(=CC1C(=O)NCC(C)=O)S(NC1CC(C1)N1N=C(C(=C1)C(F)(F)F)C)(=O)=O